N-(3-fluoro-2,6-diisopropylphenyl-carbamoyl)-4-(1-hydroxycyclopropyl)thiophene-2-sulfonamide FC=1C(=C(C(=CC1)C(C)C)NC(=O)NS(=O)(=O)C=1SC=C(C1)C1(CC1)O)C(C)C